N,N-dimethyl-5,6,7,8-tetrahydro-[1,2,3]triazolo[4,5-c]azepine-2(4H)-carboxamide CN(C(=O)N1N=C2C(CNCCC2)=N1)C